acetyl-3'-aza-2'-chloro-5-methyltetrahydrofolate C(C)(=O)OC(CC[C@@H](C(=O)O)NC(=O)C1=C(N=C(NCC2CNC=3N=C(N)NC(=O)C3N2C)C=C1)Cl)=O